13-(2-chloroacetyl)-4-(4-hydroxybenzyl)-7-isopropyl-10-methyl-2,5,8,11-tetraoxo-3,6,9,12-tetraazapentadecane ClCC(=O)C(NC(C(NC(C(NC(C(NC(C)=O)CC1=CC=C(C=C1)O)=O)C(C)C)=O)C)=O)CC